3-((2-((2-(difluoromethoxy)-4-(4-methylpiperazin-1-yl)phenyl)-amino)-5-methylpyrimidin-4-yl)-amino)thiophene-2-carboxamide FC(OC1=C(C=CC(=C1)N1CCN(CC1)C)NC1=NC=C(C(=N1)NC1=C(SC=C1)C(=O)N)C)F